Acryloyloxyethoxytrimethylolpropane C(C=C)(=O)OCCOC(C(CO)(CO)CO)C